CCCCCC(=O)OCC The molecule is a fatty acid ethyl ester obtained by the formal condensation of hexanoic acid with ethanol. It has a role as a metabolite. It is a fatty acid ethyl ester and a hexanoate ester.